Ethyl 8-chloro-1,7-naphthyridine-6-carboxylate ClC=1N=C(C=C2C=CC=NC12)C(=O)OCC